ON1CCN(CC1)C1=CC=CC=2OCC(OC21)C 5-(4-hydroxypiperazin-1-yl)-3-methyl-2,3-dihydro-1,4-benzodioxine